tert-Butyl 2-(3-(methoxycarbonyl)phenyl)-1H-pyrrole-1-carboxylate COC(=O)C=1C=C(C=CC1)C=1N(C=CC1)C(=O)OC(C)(C)C